N-(5-((6-((S)-3-(2,3-dichlorobenzyl)isoxazolidine-2-yl)pyrimidine-4-yl)amino)-4-methoxy-2-(4-methylpiperazine-1-yl)phenyl)acrylamide ClC1=C(C[C@@H]2N(OCC2)C2=CC(=NC=N2)NC=2C(=CC(=C(C2)NC(C=C)=O)N2CCN(CC2)C)OC)C=CC=C1Cl